1-(2-bromoethyl)-4-heptylbenzene BrCCC1=CC=C(C=C1)CCCCCCC